N-(3-(2'-fluoro-3'-methoxy-[1,1'-biphenyl]-4-yl)propyl)-5-methylisoxazole-3-carboxamide FC1=C(C=CC=C1OC)C1=CC=C(C=C1)CCCNC(=O)C1=NOC(=C1)C